2-(3-chlorobenzyl)malononitrile ClC=1C=C(CC(C#N)C#N)C=CC1